alanylborane N[C@@H](C)C(=O)B